(26-amino-3,6,9,12,15,18,21,24-octaoxahexacosyl)carbamic acid tert-butyl ester C(C)(C)(C)OC(NCCOCCOCCOCCOCCOCCOCCOCCOCCN)=O